FC1=C(C=C2C=C(C=NC2=C1)C=1C=NN(C1)C)C(C)N 1-(7-fluoro-3-(1-methyl-1H-4-pyrazolyl)-6-quinolinyl)ethylamine